COC(=O)C=1C=NC(=CC1)NCC1=CN=C2N1C=CC=C2 6-[({Imidazo[1,2-a]pyridin-3-yl}methyl)amino]pyridine-3-carboxylic acid methyl ester